1,3-bis(triphenylsilyl)benzene 2-(((((1-ethylpiperidin-3-yl)methoxy)carbonyl)oxy)methyl)propane-1,3-diyl bis(6,6-bis(((Z)-oct-5-en-1-yl)oxy)hexanoate) C(CCC\C=C/CC)OC(CCCCC(=O)OCC(COC(CCCCC(OCCCC\C=C/CC)OCCCC\C=C/CC)=O)COC(=O)OCC1CN(CCC1)CC)OCCCC\C=C/CC.C1(=CC=CC=C1)[Si](C1=CC(=CC=C1)[Si](C1=CC=CC=C1)(C1=CC=CC=C1)C1=CC=CC=C1)(C1=CC=CC=C1)C1=CC=CC=C1